CN1C(=NC=C1C)S(=O)(=O)C1=CC=C(C=C1)CNC(=O)C=1C=NC=2N(C1)C=CN2 N-{[4-(1,5-dimethyl-1H-imidazole-2-sulfonyl)phenyl]methyl}imidazo[1,2-a]pyrimidine-6-carboxamide